N-[(3R)-7-bromo-5-[(4-chlorophenyl)methyl]-8-fluoro-4-oxo-2,3-dihydro-1,5-benzothiazepine-3-Yl]carbamic acid tert-butyl ester C(C)(C)(C)OC(N[C@H]1CSC2=C(N(C1=O)CC1=CC=C(C=C1)Cl)C=C(C(=C2)F)Br)=O